NC=1C(=C(C=CC1)C1=C(C=C2C(=NC(=NC2=C1F)F)N1CCC(CCC1)C(=O)OC)Cl)C#N methyl 1-(7-(3-amino-2-cyanophenyl)-6-chloro-2,8-difluoroquinazolin-4-yl)azepane-4-carboxylate